(NZ,R)-N-[1-[3-(1,1-difluoro-2-hydroxy-ethyl)-2-fluoro-phenyl]ethylidene]-2-methyl-propane-2-sulfinamide FC(CO)(F)C=1C(=C(C=CC1)\C(\C)=N/[S@](=O)C(C)(C)C)F